CC1(C(C(=CC2(CC(C2)NC2=CC=CC=C2)C1)C#N)=O)C 8,8-dimethyl-7-oxo-2-(phenylamino)spiro[3.5]non-5-ene-6-carbonitrile